C(C)(C)(C)C1=CC=C(C=C1)C1=CC2=C(C(N(CO2)C=2C=CC(=C(C2)NS(=O)(=O)C)O)=O)C=C1 N-(5-(7-(4-(tert-butyl)phenyl)-4-oxo-2H-benzo[e][1,3]oxazin-3(4H)-yl)-2-hydroxyphenyl)methanesulfonamide